2-((3-methyl-2-methylenebutoxy)methyl)valeronitrile CC(C(COCC(C#N)CCC)=C)C